C1(CCCCC1)(C1CCCCC1)C(=O)OCC#CCO 2-butyne-1,4-diol bicyclohexanoate